Ethyl 5-phenyl-7-(pyrimidin-2-yl)pyrazolo[1,5-a]pyrimidine-2-carboxylate C1(=CC=CC=C1)C1=NC=2N(C(=C1)C1=NC=CC=N1)N=C(C2)C(=O)OCC